1-N'-(4-fluorophenyl)-1-N-[4-[7-(2-methylpyridin-4-yl)quinolin-4-yl]Oxyphenyl]Cyclopropane-1,1-dicarboxamide FC1=CC=C(C=C1)NC(=O)C1(CC1)C(=O)NC1=CC=C(C=C1)OC1=CC=NC2=CC(=CC=C12)C1=CC(=NC=C1)C